(1,8-octanediol) citrate C(CC(O)(C(=O)O)CC(=O)O)(=O)O.C(CCCCCCCO)O